C1(CC1)C1=NC=NC(=C1C=1N=CC=2C(N1)=NC(C(C2)C2=NC=CC=N2)=O)OC 2-(4-cyclopropyl-6-methoxypyrimidin-5-yl)-6-(pyrimidin-2-yl)pyrido[2,3-d]pyrimidin-7-one